CC1(C(NCCC1)=O)N1S(C2=C(C1=O)C=CC=C2)(=O)=O 2-(3-methyl-2-oxopiperidin-3-yl)-2,3-dihydro-1λ6,2-benzothiazole-1,1,3-trione